C[N+](CC[N+](CC)(C)C)(CC)C tetramethyl-N,N'-diethyl-ethylene diammonium